ClC1=C(C(=O)O)C=CC(=C1)NC(=O)C=1N(C(=CN1)C1=C(C(=C(C=C1)C=1C=NN(C1C)CCOC)F)F)C 2-chloro-4-[[5-[2,3-difluoro-4-[1-(2-methoxyethyl)-5-methyl-pyrazol-4-yl]phenyl]-1-methyl-imidazole-2-carbonyl]-amino]benzoic acid